6-(trifluoromethyl)-2,3-dihydrobenzofuran FC(C1=CC2=C(CCO2)C=C1)(F)F